OCC(C)(C)N(C(=O)OCC1=CC=C(C=C1)NC(=O)[C@H](C)NC(=O)[C@H](C(C)C)NC(OC(C)(C)C)=O)C tert-butyl N-[(1S)-1-{[(1S)-1-{[4-({[(1-hydroxy-2-methylpropan-2-yl)(methyl)carbamoyl]oxy}methyl)phenyl]carbamoyl}ethyl]carbamoyl}-2-methylpropyl]carbamate